CC1=C(C(CC=C1)(C)C)/C=C/C(=C/C=C/C(C)CCO)/C The molecule is a retinoid that is all-trans-3,4-didehydroretinol in which the double bond alpha- to the the terminal hydroxy group has been reduced to a single bond. It is a retinoid and a primary alcohol. It derives from an all-trans-3,4-didehydroretinol.